(S)-1-(2-aminoacetyl)-4,4-difluoropyrrolidine-2-carbonitrile 2,2,2-trifluoroacetate FC(C(=O)O)(F)F.NCC(=O)N1[C@@H](CC(C1)(F)F)C#N